(E)-3,7-Dimethyloct-2,6-dienyl 2-oxo-2-phenylacetate O=C(C(=O)OC\C=C(\CCC=C(C)C)/C)C1=CC=CC=C1